tricalcium disilicate [Si]([O-])([O-])([O-])[O-].[Si]([O-])([O-])(O)O.[Ca+2].[Ca+2].[Ca+2]